CC=1C=C2C(=CN1)NC=C2C(=O)O 5-methyl-1H-pyrrolo[2,3-c]pyridine-3-carboxylic acid